C(C1=CC=CC=C1)OC(=O)N1CCC(CC1)CN1C(CN(CC1)C(=O)OC(C)(C)C)=O tert-butyl 4-((1-((benzyloxy) carbonyl) piperidin-4-yl) methyl)-3-oxopiperazine-1-carboxylate